C1(CC1)C1=CC=C(C=C1)[C@H]([C@H](C)NC(=O)C=1OC=CN1)OC=1C=NC(=CC1)C(N[C@@H]1CN(CCC1)C(=O)[C@H]1COC(C1)=O)=O N-[(1S,2R)-2-(4-cyclopropylphenyl)-1-methyl-2-[[6-[[(3S)-1-[(3R)-5-oxotetrahydrofuran-3-carbonyl]-3-piperidinyl]carbamoyl]-3-pyridinyl]oxy]ethyl]oxazole-2-carboxamide